FC(OC=1C=C(C=C(C1)OC)N(C(=O)N1CC2(NC3=NC(=C(C=C3CC2)C2=NC=CC=N2)C)CC1)C)F N-(3-(difluoromethoxy)-5-methoxyphenyl)-N,7'-dimethyl-6'-(pyrimidin-2-yl)-3',4'-dihydro-1'H-spiro[pyrrolidine-3,2'-[1,8]naphthyridine]-1-carboxamide